4-(3,3-dimethylbutan-2-yl)-2-methylbenzoic acid CC(C(C)C1=CC(=C(C(=O)O)C=C1)C)(C)C